5-(2,3-dihydro-1H-inden-1-yl)-N-((S)-5-methyl-4-oxo-2,3,4,5-tetrahydrobenzo[b][1,4]oxazepin-3-yl)-4H-1,2,4-triazole-3-carboxamide C1(CCC2=CC=CC=C12)C=1NC(=NN1)C(=O)N[C@@H]1C(N(C2=C(OC1)C=CC=C2)C)=O